BrC=1C=NC=C(C1CC1=CC=C(C=C1)C(F)(F)F)N1N=CC=C1 3-bromo-5-(1H-pyrazol-1-yl)-4-[[4-(trifluoromethyl)phenyl]methyl]pyridine